OC(=O)C(F)(F)F.N1C=NC2=C1C=CC=C2C=2C=NC=CC2N 3-(1H-benzoimidazol-4-yl)pyridin-4-amine TFA salt